1-benzyl-3-cyclopropyl-3-(trifluoromethyl)pyrrolidine-2,4-dione C(C1=CC=CC=C1)N1C(C(C(C1)=O)(C(F)(F)F)C1CC1)=O